N-(5-fluoropyrimidin-2-yl)-2-[6-(1-methylcyclopropyl)-1-oxospiro[3H-isoquinoline-4,1'-cyclopropan]-2-yl]acetamide FC=1C=NC(=NC1)NC(CN1C(C2=CC=C(C=C2C2(CC2)C1)C1(CC1)C)=O)=O